COC1=C(CNC=2N=CC(=C3C2N(N=C3)C)NC(C(=O)N([C@@H]3COC2=C3C=CC(=C2)C(F)(F)F)C)=O)C=CC(=C1)OC (S)-N1-(7-((2,4-dimethoxybenzyl)amino)-1-methyl-1H-pyrazolo[3,4-c]pyridin-4-yl)-N2-methyl-N2-(6-(trifluoromethyl)-2,3-dihydrobenzofuran-3-yl)oxalamide